(R)-N1-(3-amino-2-hydroxypropyl)-4-(4-(hydroxymethyl)-4-methoxypiperidin-1-yl)-3-(2H-tetrazol-5-yl)benzene-1,2-disulfonamide NC[C@H](CNS(=O)(=O)C=1C(=C(C(=CC1)N1CCC(CC1)(OC)CO)C=1N=NNN1)S(=O)(=O)N)O